1-(2-(3-(3,4-difluorophenyl)-1,2,4-oxadiazol-5-yl)-7-azaspiro[3.5]nonan-7-yl)-2-(3-methyl-1,2,4-oxadiazol-5-yl)ethan-1-one FC=1C=C(C=CC1F)C1=NOC(=N1)C1CC2(C1)CCN(CC2)C(CC2=NC(=NO2)C)=O